hexafluorophosphate iron (II) [Fe+2].F[P-](F)(F)(F)(F)F.F[P-](F)(F)(F)(F)F